2-((5-cyclopropyl-3-(2,6-dichlorophenyl)isoxazol-4-yl)amino)-7-azaspiro[3.5]nonane-7-carboxylic acid tert-butyl ester C(C)(C)(C)OC(=O)N1CCC2(CC(C2)NC=2C(=NOC2C2CC2)C2=C(C=CC=C2Cl)Cl)CC1